C(N)(=N)N1CCC(=CC1)C1=CC(=C(C(=O)NC2=CC(=C(C=C2)C=2CCN(CC2)C(N)=N)Cl)C=C1)F 4-(1-carbamimidoyl-1,2,3,6-tetrahydro-pyridin-4-yl)-N-[4-(1-carbamimidoyl-1,2,3,6-tetrahydro-pyridin-4-yl)-3-chloro-phenyl]-2-fluoro-benzamide